3-(benzyl-(4-(3,4-dichlorophenyl)-5-isobutylthiazol-2-yl)amino)-3-oxopropanoic acid C(C1=CC=CC=C1)N(C(CC(=O)O)=O)C=1SC(=C(N1)C1=CC(=C(C=C1)Cl)Cl)CC(C)C